3-{3-[(1S)-1-amino-2,3-dihydro-1H-inden-5-yl]-5-(5-methyl-1,3,4-thiadiazol-2-yl)imidazo[4,5-b]pyridin-2-yl}pyridin-2-amine N[C@H]1CCC2=CC(=CC=C12)N1C(=NC=2C1=NC(=CC2)C=2SC(=NN2)C)C=2C(=NC=CC2)N